C1(=CC=CC2=CC=CC=C12)B(O)O (1-naphthalyl)boronic acid